10-(2-(benzyloxy)cyclobutyl)-5-chloro-4-fluoro-2-(methylthio)-9,10-dihydro-8H-7-oxa-1,3,6,10-tetraazacyclohepta[de]naphthalene C(C1=CC=CC=C1)OC1C(CC1)N1CCOC2=NC(=C(C=3N=C(N=C1C23)SC)F)Cl